CN(C1=C(N=C2N1C=CC(=C2)C#N)C=2OC1=C(C2)C=C(C=C1)OC)C 3-(Dimethylamino)-2-(5-methoxy-1-benzofuran-2-yl)imidazo[1,2-a]pyridine-7-carbonitrile